methyl 5-fluoro-2-[(4-methoxyphenyl)methyl]-3-oxo-1-(2-oxoethyl)isoindoline-1-carboxylate FC=1C=C2C(N(C(C2=CC1)(C(=O)OC)CC=O)CC1=CC=C(C=C1)OC)=O